C(#N)C1=CC=2N(N=C1)C(=CC2)C2=CC(=C(C=N2)C2=NN=C(S2)[C@@H]2CC[C@@H](CO2)NC(C)=O)NC(C)C N-((3S,6S)-6-(5-(6-(3-cyanopyrrolo[1,2-b]pyridazin-7-yl)-4-(isopropylamino)pyridin-3-yl)-1,3,4-thiadiazol-2-yl)tetrahydro-2H-pyran-3-yl)acetamide